BrC1=CC(=C(C=C1F)NS(=O)(=O)C1=CNC=C1)F N-(4-bromo-2,5-difluorophenyl)-1H-pyrrole-3-sulfonamide